4-(8-(5-(3-cyano-4-isopropoxyphenyl)-1,2,4-oxadiazol-3-yl)-2,3-dihydro-cyclopenta[b]indol-4(1H)-yl)butyric acid C(#N)C=1C=C(C=CC1OC(C)C)C1=NC(=NO1)C=1C=2C3=C(N(C2C=CC1)CCCC(=O)O)CCC3